C(C1=CC=CC=C1)OC(=O)N[C@H](C(=O)O)[C@@H](C)OC1(CCC1)C (2S,3R)-2-(benzyloxycarbonylamino)-3-(1-methylcyclobutoxy)butanoic acid